ClC1=NC=2N(C(=C1)N[C@@H](CO)CCCC)N=CC2 (R)-2-((5-Chloropyrazolo[1,5-a]pyrimidin-7-yl)amino)hexan-1-ol